1-(2-chlorophenyl)-7-cyclopropyl-2,4-dioxo-1,2,3,4-tetrahydroquinazoline-6-carbonitrile ClC1=C(C=CC=C1)N1C(NC(C2=CC(=C(C=C12)C1CC1)C#N)=O)=O